O1[C@@H]2[C@H](NCC1)CN(C2)CC(C(=O)O)(C)C |o1:1,2| 3-((4aR*,7aS*)-hexahydropyrrolo[3,4-b][1,4]oxazin-6(2H)-yl)-2,2-dimethylpropanoic acid